OCCC1(CC1)C1(C(=O)N)CC=CC=C1 1-(1-(hydroxyethyl)cyclopropyl)benzamide